CC=1C=C(C=C(C1)C)C(O)([C@H]1NCCC1)C1=CC(=CC(=C1)C)C (S)-bis(3,5-dimethylphenyl)(pyrrolidin-2-yl)methanol